NC1=C2C(=NC=N1)N(N=C2C2=CC=C(C=C2)OC2=CC=CC=C2)C2CCN(CC2)CC2CCN(CC2)CC2CCN(CC2)C2=CC=C(C=C2)N2C(NC(CC2)=O)=O 1-(4-(4-((4-((4-(4-amino-3-(4-phenoxyphenyl)-1H-pyrazolo[3,4-d]pyrimidin-1-yl)piperidin-1-yl)methyl)piperidin-1-yl)methyl)piperidine-1-yl)phenyl)dihydropyrimidine-2,4(1H,3H)-dione